5-[(1-methyl-5-Nitro-1H-Imidazol-2-yl)Methylidene]Thiazol-4(5H)-one CN1C(=NC=C1[N+](=O)[O-])C=C1C(N=CS1)=O